O(C1=CC=CC=C1)C1=CC=C(C=C1)C1=NN(C2=NC=NC(=C21)N)C2CCN(CC2)C2CCN(CC2)CC2CCNCC2 3-(4-phenoxyphenyl)-1-(1'-(piperidin-4-ylmethyl)-[1,4'-bipiperidin]-4-yl)-1H-pyrazolo[3,4-d]pyrimidin-4-amine